NC1=NC=CC=C1C1=NC=2C(=NC(=CC2Cl)N2N=CC=C2)N1C=1C=C2CC[C@@H](C2=CC1)NC(C1=CC(=C(C=C1)OCC1=CC=C(C=C1)OC)C1OCCO1)=O N-[(1S)-5-[2-(2-aminopyridin-3-yl)-7-chloro-5-(pyrazol-1-yl)imidazo[4,5-b]pyridin-3-yl]-2,3-dihydro-1H-inden-1-yl]-3-(1,3-dioxolan-2-yl)-4-[(4-methoxyphenyl)methoxy]benzamide